C(#N)C1=CC=C(OC2CN(CC2)C(=O)OC(C)(C)C)C=C1 tert-Butyl 3-(4-cyanophenoxy)pyrrolidine-1-carboxylate